cis-1-(2-chlorothieno[2,3-d]pyrimidin-6-yl)-3-methoxycyclobutan-1-ol ClC=1N=CC2=C(N1)SC(=C2)C2(CC(C2)OC)O